3-(2-amino-1,3-benzoxazol-5-yl)-1-(1,3-dimethylbutyl)pyrazolo[3,4-d]pyrimidine-4,6-diamine NC=1OC2=C(N1)C=C(C=C2)C2=NN(C1=NC(=NC(=C12)N)N)C(CC(C)C)C